3-[4-(1-ethyl-1H-pyrazol-5-yl)phenyl]-5-(trifluoromethyl)-4,5-dihydro-1,2-oxazol-5-ol C(C)N1N=CC=C1C1=CC=C(C=C1)C1=NOC(C1)(O)C(F)(F)F